ClC1=CC=C2[C@@]3(C(NC2=C1)=O)C1(N[C@H]([C@@H]3C3=CC(=NC=C3)Cl)C(=O)N[C@@H]3CC[C@H](CC3)O)CCC(CC1)(C)C (3'R,4'R,5'R)-6''-chloro-4'-(2-chloropyridin-4-yl)-N-(trans-4-hydroxycyclohexyl)-4,4-dimethyl-2''-oxo-1'',2''-dihydrodispiro[cyclohexane-1,2'-pyrrolidine-3',3''-indole]-5'-carboxamide